CC1=C(C=2C3=CC=CC=C3C2C=C1)C Dimethylbiphenylene